(S)-5-(4-chloro-2-fluorophenyl)-7-(2-(fluoromethyl)morpholino)-2-methyl-3-propylpyrido[4,3-d]pyrimidin-4(3H)-one ClC1=CC(=C(C=C1)C1=NC(=CC=2N=C(N(C(C21)=O)CCC)C)N2C[C@H](OCC2)CF)F